2-((4-((5-Cyclopropyl-3-(3,5-dichloropyridin-4-yl)isoxazol-4-yl)methoxy)bicyclo[2.2.2]octan-1-yl)methoxy)-8-methoxychinolin C1(CC1)C1=C(C(=NO1)C1=C(C=NC=C1Cl)Cl)COC12CCC(CC1)(CC2)COC2=NC1=C(C=CC=C1C=C2)OC